4-(6-bromo-7-ethoxy-imidazo[1,2-a]pyridin-2-yl)-2-methyl-butan-2-ol BrC=1C(=CC=2N(C1)C=C(N2)CCC(C)(O)C)OCC